C[C@]12CCC(=O)C=C1CC[C@@H]3[C@@H]2[C@H](C[C@]4([C@H]3CC[C@@]4(C(=O)COC(=O)CCC(=O)O)O)C)O The molecule is a derivative of succinic acid in which one of the carboxy groups is esterified by the C-21 hydroxy group of cortisol (hydrocortisone). It is a dicarboxylic acid monoester, a hemisuccinate and a tertiary alpha-hydroxy ketone. It derives from a cortisol.